C(C)(C)(C)OC(=O)N1C2C(CCC1CC2)C(=O)O 8-(tert-butoxycarbonyl)-8-azabicyclo[3.2.1]octane-2-carboxylic acid